Cl.CC(=CCN)C Dimethylallylamine hydrochloride